C(C)N[NH-] N-ethylaminoamide